3-cyclopropyl-5-(4-nitrophenyl)-isoxazole C1(CC1)C1=NOC(=C1)C1=CC=C(C=C1)[N+](=O)[O-]